C(C=C)(=O)N1C[C@@H](N(CC1)C1=NC=NN2C1=CC(=C(C2=O)C2=C(C=CC=C2F)N)Cl)C (S)-4-(4-Acryloyl-2-methylpiperazin-1-yl)-7-(2-amino-6-fluorophenyl)-6-chloro-8H-pyrido[2,1-f][1,2,4]triazin-8-one